(2,7,8-trichloroquinolin-4-yl)glycine tert-butyl ester C(C)(C)(C)OC(CNC1=CC(=NC2=C(C(=CC=C12)Cl)Cl)Cl)=O